3-(3-((tert-butyldimethylsilyl)oxy)propoxy)-5-methyl-4-nitro-1-(4-oxaspiro[2.5]oct-7-yl)-1H-pyrazole [Si](C)(C)(C(C)(C)C)OCCCOC1=NN(C(=C1[N+](=O)[O-])C)C1CCOC2(CC2)C1